Methyl 3-[bis(tert-butoxycarbonyl)amino]-6-(5-iodo-1-methyl-pentyl)-5-(trifluoromethyl)pyridine-2-carboxylate C(C)(C)(C)OC(=O)N(C=1C(=NC(=C(C1)C(F)(F)F)C(CCCCI)C)C(=O)OC)C(=O)OC(C)(C)C